C1(CC1)C=1C=CC(=NC1F)[C@@H](NC(=O)[C@H]1N(C[C@@H](C1)F)C(CC=1OC(=C(N1)C)C)=O)C1=CC=CC=C1 (2S,4R)-N-[(S)-(5-cyclopropyl-6-fluoropyridin-2-yl)(phenyl)methyl]-1-[2-(4,5-dimethyl-1,3-oxazol-2-yl)acetyl]-4-fluoropyrrolidine-2-carboxamide